N-(3-isopropylphenyl)-5-(5-(trifluoromethyl)nicotinamido)-1,2,3-thiadiazole-4-carboxamide C(C)(C)C=1C=C(C=CC1)NC(=O)C=1N=NSC1NC(C1=CN=CC(=C1)C(F)(F)F)=O